C(C)(C)C1=CC(=C2CCC(C2=C1)=O)[N+](=O)[O-] 6-isopropyl-4-nitro-indan-1-one